4-{2-[(cyclopropylmethyl)amino]-5-[(methylsulfonyl)methyl]phenyl}-6-methyl-1,6-dihydro-7H-pyrrolo[2,3-c]pyridin-7-one C1(CC1)CNC1=C(C=C(C=C1)CS(=O)(=O)C)C=1C2=C(C(N(C1)C)=O)NC=C2